4-(N-(3-methoxyphenyl)-N-methylsulfamoyl)-N-(4-(pyridin-2-yl)thiazol-2-yl)benzamide COC=1C=C(C=CC1)N(S(=O)(=O)C1=CC=C(C(=O)NC=2SC=C(N2)C2=NC=CC=C2)C=C1)C